Beta-Methylbutyrate CC(CC(=O)[O-])C